BrC1=CC2=C(C=C1)N(C=1C(=NC3=CC=CC=C3C12)C1=CC=CC=C1)C1=NC=CC=C1 10-bromo-6-phenyl-7-(pyridin-2-yl)-7H-indolo[2,3-c]quinoline